N-(2-(((2-((4-(((Tert-butyldimethylsilyl)oxy)methyl)phenyl)amino)-5-(trifluoro-methyl)pyridin-4-yl)amino)methyl)phenyl)-N-methylmethanesulfonamide [Si](C)(C)(C(C)(C)C)OCC1=CC=C(C=C1)NC1=NC=C(C(=C1)NCC1=C(C=CC=C1)N(S(=O)(=O)C)C)C(F)(F)F